C(#N)C1=C(CN(C(C2=C(N=CC(=C2)F)OC)=O)C)C=CC=C1 N-(2-cyanobenzyl)-5-fluoro-2-methoxy-N-methylnicotinamide